BrC=1N=CC(=NC1)C1(CC1)NC(OC(C)(C)C)=O tert-butyl N-[1-(5-bromopyrazin-2-yl)cyclopropyl]carbamate